1,12-dihydro-14H-pyrano[3',4':6,7]indolizino[2,1-b]quinoline-3,6,14(4H,11H)-trione C1OC(CC2=C1C(N1CC=3NC4=CC=CC=C4C(C3C1=C2)=O)=O)=O